5-((5-(2-((3-amino-2-methylcyclopentyl)oxy)-6-methoxyphenyl)-1H-pyrazol-3-yl)amino)pyrazine-2-carbonitrile NC1C(C(CC1)OC1=C(C(=CC=C1)OC)C1=CC(=NN1)NC=1N=CC(=NC1)C#N)C